C1(=CC=CC=C1)C=1C(=NC=CC1)C1=NN=NC=C1 (phenylpyridineyl)triazine